tert-butyl (3R)-3-[[2-fluoro-4-(triazolo[4,5-b]pyridin-3-yl)benzoyl]-[8-[(E)-3-oxoprop-1-enyl]-1-isoquinolyl]amino]piperidine-1-carboxylate FC1=C(C(=O)N([C@H]2CN(CCC2)C(=O)OC(C)(C)C)C2=NC=CC3=CC=CC(=C23)\C=C\C=O)C=CC(=C1)N1N=NC=2C1=NC=CC2